CC=1OC(=CC1C(=O)NC1=NC(=NS1)CC(C)(F)F)C1=CC(=CC=C1)OC 2-Methyl-5-(3-methoxyphenyl)-N-(3-(2,2-difluoropropyl)-1,2,4-thiadiazol-5-yl)furan-3-Formamide